BrC1=C(N=C2N(C1=O)C(=CS2)C(F)(F)F)C(F)(F)F 6-bromo-3,7-bis(trifluorometh-yl)-[1,3]thiazolo[3,2-a]pyrimidin-5-one